N=1N(N=CC1)C1=C(C=C(C=N1)NC(C1=C(N=C(C=C1)C1=C(C=C(C=C1)F)Cl)OC)=O)C(F)(F)F N-(6-(2H-1,2,3-triazol-2-yl)-5-(trifluoromethyl)pyridin-3-yl)-6-(2-chloro-4-fluorophenyl)-2-methoxynicotinamide